ClC1=NC=C(C(=N1)N1C(CCC1)=O)F 1-(2-chloro-5-fluoro-pyrimidin-4-yl)pyrrolidin-2-one